ClC=1C(=C(C=CC1Cl)NC=1N(C2=NC(=NC=C2N1)NC1CCOCC1)C1CCC(CC1)C(=O)N)F (1s,4s)-4-(8-(3,4-dichloro-2-fluorophenylamino)-2-(tetrahydro-2H-pyran-4-ylamino)-9H-purin-9-yl)cyclohexanecarboxamide